1-(2-chloro-7-methylthiothieno[3,2-d]Pyrimidin-4-yl)-1H-1,2,4-triazole-3,5-diamine ClC=1N=C(C2=C(N1)C(=CS2)SC)N2N=C(N=C2N)N